(3R,4S)-rel-2-[3-(aminomethyl)piperidin-4-yl]-4,5-dichlorophenol NC[C@@H]1CNCC[C@@H]1C1=C(C=C(C(=C1)Cl)Cl)O |o1:2,7|